6-(1-(1-(cyanomethyl)azetidin-3-yl)-4-(4-fluorophenyl)-1H-imidazol-5-yl)imidazo[1,2-b]pyridazine-3-carbonitrile C(#N)CN1CC(C1)N1C=NC(=C1C=1C=CC=2N(N1)C(=CN2)C#N)C2=CC=C(C=C2)F